C(=CC)C1C2C=CC(C1)C2 5-propenyl-bicyclo[2.2.1]hept-2-ene